C1(CC1)C=1C=C(N)C=CC1CN(C)C 3-cyclopropyl-4-((dimethylamino)methyl)aniline